FC=1C=C(C=CC1C=1N=CNC(C1)=O)NC([C@H](C(C1=CC=CC=C1)C1=CC=CC=C1)NC(OC(C)(C)C)=O)=O tert-butyl (S)-(1-((3-fluoro-4-(6-oxo-1,6-dihydropyrimidin-4-yl)phenyl)amino)-1-oxo-3,3-diphenylpropan-2-yl)carbamate